O1C(CC=C1)=NO 2-furanone oxime